4-(3-chloro-2-methyl-7-((2R,4S)-2-(1-methyl-1H-pyrazol-4-yl)tetrahydro-2H-pyran-4-yl)-4-oxo-4H-pyrazino[1,2-a]pyrimidin-9-yl)-3-fluorobenzonitrile ClC1=C(N=C2N(C1=O)C=C(N=C2C2=C(C=C(C#N)C=C2)F)[C@@H]2C[C@@H](OCC2)C=2C=NN(C2)C)C